C(C)OC=1C(=C(C=NC1)N1CCC2(C=3C=CC(=NC3C(NC2)=O)C=2C(=NC=CC2)OCC)CC1)C(F)(F)F 1-(5-ethoxy-4-(trifluoromethyl)pyridin-3-yl)-2'-(2-ethoxypyridin-3-yl)-6',7'-dihydro-8'H-spiro[piperidine-4,5'-[1,7]naphthyridin]-8'-one